7-bromo-5-isopropylbenzo[d]oxazole-2-thiol BrC1=CC(=CC=2N=C(OC21)S)C(C)C